NC1=CC=C(OCCCCCCCCC(C)OC2=CC=C(C=C2)N)C=C1 1,9-bis(4-aminophenoxy)decane